6-chloro-2-(2,6-dichloroanilino)pyrido[2,3-b]Pyrazine ClC=1C=CC=2C(=NC=C(N2)NC2=C(C=CC=C2Cl)Cl)N1